ClC1=CC=C(C=C1)N1CCOCC1 4-(4-chlorophenyl)-morpholine